C(C(C)C)OS(=O)(=O)C1=CSC=C1P(C1=C(C=CC=C1)OC)C1=C(C=CC=C1)OC 4-bis(2-methoxyphenyl)phosphino-3-thiophenesulfonic acid isobutyl ester